ClC=1C(=NC(=NC1)NC=1C=NN(C1)CCO)C1=CN(C2=CC(=CC=C12)NC(C#CC)=O)C N-[3-[5-chloro-2-[[1-(2-hydroxyethyl)pyrazol-4-yl]amino]pyrimidin-4-yl]-1-methyl-indol-6-yl]but-2-ynamide